[Na+].C(CCCCCCCCCCC)(=O)N(C)CC(=O)[O-] N-lauroyl-sarcosine, sodium salt